Cl.Cl.C(C)(C)(C)NC1CN(CC1)C=1N=NC(=CN1)C1=C(C=C(C=C1)C=1N=NN(N1)C)O 2-{3-[3-(tert-butylamino)pyrrolidin-1-yl]-1,2,4-triazin-6-yl}-5-(2-methyl-2H-tetrazol-5-yl)phenol dihydrochloride